C(C1=CC=CC=C1)O[C@H]1[C@@H](N(CC1)C(=O)OCC1=CC=CC=C1)C=O benzyl (2r,3r)-3-(benzyloxy)-2-formylpyrrolidine-1-carboxylate